(12s,12s)format C(=O)[O-]